C1=CN(C(=O)NC1=O)[C@H]2[C@@H]([C@@H]([C@H](O2)COP(=O)([O-])OP(=O)([O-])OC3[C@@H]([C@H]([C@H]([C@H](O3)CO)O)O)O)O)O The molecule is a nucleotide-sugar oxoanion that is the dianion of UDP-D-galactose. It has a role as a human metabolite and a Saccharomyces cerevisiae metabolite. It is a conjugate base of an UDP-D-galactose.